ClC=1C=CC(=C(C1)NC(=O)NC1CN(C(C1)=O)C1=CC=CC=C1)C 1-(5-chloro-2-methylphenyl)-3-[1-phenyl-5-oxopyrrolidin-3-yl]urea